COC1=NC(=CC=C1C=1N=NN(C1)C)B1OC(C(O1)(C)C)(C)C 2-methoxy-3-(1-methyl-1,2,3-triazol-4-yl)-6-(4,4,5,5-tetramethyl-1,3,2-dioxaborolan-2-yl)pyridine